5-bromo-1-(oxazol-4-ylmethyl)indolin-2-one BrC=1C=C2CC(N(C2=CC1)CC=1N=COC1)=O